CC1(CN(C1)C=1C=NC(=NC1)CN[C@@H](CO)CC(C)(C)C)C (2R)-2-[[5-(3,3-Dimethylazetidin-1-yl)pyrimidin-2-yl]methylamino]-4,4-dimethyl-pentan-1-ol